C(C=1C(N)=CC=CC1)(=O)O.ClC=1C=C2C(=CNC2=C(C1)Cl)CCCNS(=O)(=O)C1=CC=C(C=C1)OCCCN1CCN(CC1)C N-(3-(5,7-dichloro-1H-indol-3-yl)propyl)-4-(3-(4-methylpiperazin-1-yl)propoxy)benzenesulfonamide anthranilat